3-[2-fluoro-3-[2-[2-fluoro-5-[6-fluoro-4-methylsulfonyl-1-(p-tolylsulfonyl)indol-5-yl]oxy-phenyl]-5-methyl-1,4,6,7-tetrahydroimidazo[4,5-c]pyridin-4-yl]phenyl]propane-1,2-diol FC1=C(C=CC=C1C1N(CCC2=C1N=C(N2)C2=C(C=CC(=C2)OC=2C(=C1C=CN(C1=CC2F)S(=O)(=O)C2=CC=C(C=C2)C)S(=O)(=O)C)F)C)CC(CO)O